C(C)N(\N=C(\C(=O)OC(C)(C)C)/Cl)C1=CC=C(C=C1)Cl t-butyl (Z)-ethyl-2-chloro-2-(2-(4-chlorophenyl)hydrazono)acetate